5-amino-2-chloro-N-(2-oxo-2-phenylethyl)benzamide NC=1C=CC(=C(C(=O)NCC(C2=CC=CC=C2)=O)C1)Cl